C1(CC1)C1=CC(=NN1C)C1=NC(=NO1)C1(CC1)C1=C(C=CC(=C1)F)C 5-(5-cyclopropyl-1-methyl-1H-pyrazol-3-yl)-3-(1-(5-fluoro-2-methylphenyl)cyclopropyl)-1,2,4-oxadiazole